(S)-N-(3-(5-((1-acryloyloxypyrrolidin-2-yl)methoxy)-6-aminopyrimidin-4-yl)-5-fluoro-2-methylphenyl)-4-cyclopropyl-2-fluorobenzamide C(C=C)(=O)ON1[C@@H](CCC1)COC=1C(=NC=NC1N)C=1C(=C(C=C(C1)F)NC(C1=C(C=C(C=C1)C1CC1)F)=O)C